OC1=CC=C(C=C1)CC(=O)N1C[C@@H](CC[C@@H]1C)C(=O)OC Methyl (3R,6S)-1-(2-(4-hydroxyphenyl)acetyl)-6-methylpiperidine-3-carboxylate